CNC[C@H](O)[C@@H](O)[C@H](O)[C@H](O)CO N-methyl-D-GLucamin